NCCOCCOCCC(=O)NC1=C(C(=O)NC=2SC(=C(N2)C)C)C=C(C=C1)NCCCC 2-(3-(2-(2-aminoethoxy)ethoxy)propionylamino)-5-(butylamino)-N-(4,5-dimethylthiazol-2-yl)benzamide